(6-chloropyridin-2-yl)(3-(2'-ethyl-3-(hydroxymethyl)biphenyl-4-yl)pyrrolidin-1-yl)methanone ClC1=CC=CC(=N1)C(=O)N1CC(CC1)C1=C(C=C(C=C1)C1=C(C=CC=C1)CC)CO